C(=O)(OC(C)(C)C)N1CC2(CNC2)CC1 6-Boc-2,6-diazaspiro[3.4]octane